ClC1=CC(=C2C(=N1)N(C=C2)C)C(C)=O (6-chloro-1-methyl-1H-pyrrolo[2,3-b]pyridin-4-yl)ethan-1-one